4-(chloromethyl)-1H-imidazole, hydrochloride Cl.ClCC=1N=CNC1